triethoxyn-butoxyzirconium C(C)OC(CCCO[Zr])(OCC)OCC